[1-(6-Fluoro-2-methyl-quinolin-4-yl)-piperidin-4-ylmethyl]-(2-piperidin-1-yl-ethyl)-amine FC=1C=C2C(=CC(=NC2=CC1)C)N1CCC(CC1)CNCCN1CCCCC1